FC1=C(C(=CC=C1/C=C\1/CN(CC1)C)O)N1CC(NS1(=O)=O)=O (E)-5-(2-fluoro-6-hydroxy-3-((1-methylpyrrolidin-3-ylidene)methyl)phenyl)-1,2,5-thiadiazolidin-3-one 1,1-dioxide